4-(2,6-difluorobenzyl)-2-(3-fluoro-4-((2-(2-hydroxypropan-2-yl)-4-methylthiazol-5-yl)oxy)phenyl)-2,4-dihydro-3H-1,2,4-triazol-3-one FC1=C(CN2C(N(N=C2)C2=CC(=C(C=C2)OC2=C(N=C(S2)C(C)(C)O)C)F)=O)C(=CC=C1)F